BrC1=CC=C2C(=CNC2=C1C1=NC=CC=N1)S(=O)(=O)NC1=NC(=C(C(=N1)OC)OC(F)F)OC 6-bromo-N-[5-(difluoromethoxy)-4,6-dimethoxy-pyrimidin-2-yl]-7-(2-pyrimidinyl)-1H-indole-3-sulfonic acid amide